7-(3-fluoro-4-(trifluoromethyl)phenyl)-N6-(isoquinolin-6-yl)-5-methyl-N2-(2-(piperidin-1-yl)ethyl)-4,7-dihydropyrazolo[1,5-a]pyrimidine-2,6-dicarboxamide FC=1C=C(C=CC1C(F)(F)F)C1C(=C(NC=2N1N=C(C2)C(=O)NCCN2CCCCC2)C)C(=O)NC=2C=C1C=CN=CC1=CC2